6,11b-(epiminoethano)-1,5a-methanonaphtho[1,2-e]indole C12=CNC=3C=CC4(C5(C13)C1=CC=CC=C1C=C4NCC5)C2